benzyl (5-formylpyridin-2-yl)carbamate C(=O)C=1C=CC(=NC1)NC(OCC1=CC=CC=C1)=O